C(CCC)OC(\C=C\C1=C(NC2=CC=CC=C12)C1=CC=C(C=C1)C#N)=O (E)-3-[2-(4-cyanophenyl)-1H-indol-3-yl]prop-2-enoic acid butyl ester